(4-amino-2-(7-fluoro-1-(2-fluorobenzyl)-1H-indazol-3-yl)pyrimidin-5-yl)(1,1-dioxidothiomorpholino)methanone NC1=NC(=NC=C1C(=O)N1CCS(CC1)(=O)=O)C1=NN(C2=C(C=CC=C12)F)CC1=C(C=CC=C1)F